C(CC)C\C(\C)=C\CC\C(\C)=C\C=C\C(\C)=C\C=C\C(\C)=C\C=C\C=C(/C)\C=C\C=C(/C)\C=C\C=C(/C)\CCC=C(C)C propyl-lycopen